biphenol trimellitate C(C=1C(C(=O)O)=CC(C(=O)O)=CC1)(=O)O.C=1(C(=CC=CC1)C=1C(=CC=CC1)O)O